2-{4-[5-chloro-2-(4-fluoro-1H-imidazol-1-yl)phenyl]-5-methoxy-2-oxopyridin-1(2H)-yl}pentanoic acid tert-butyl ester C(C)(C)(C)OC(C(CCC)N1C(C=C(C(=C1)OC)C1=C(C=CC(=C1)Cl)N1C=NC(=C1)F)=O)=O